C(C)(C)(C)OC(=O)CN1C=CN(CC(C1)(N(C)CC(=O)OC(C)(C)C)CCCCC(=O)O)CC(=O)OC(C)(C)C 5-[1,4-bis-tert-butoxycarbonylmethyl-6-(tert-butoxycarbonylmethyl-methyl-amino)-[1,4]diazepin-6-yl]-pentanoic acid